(9R,13S)-13-amino-9-methyl-3,4,7-triazatricyclo[12.3.1.02,6]octadeca-1(18),2(6),4,14,16-pentaen-8-one N[C@H]1CCC[C@H](C(NC=2C=NNC2C=2C=CC=C1C2)=O)C